2-(4-fluoro-1-isopropyl-1H-pyrazol-5-yl)-4-(3-fluoro-4-(1-methyl-4-(trifluoromethyl)-1H-imidazol-2-yl)benzyl)-6,7-dihydropyrazolo[1,5-a]pyrimidin-5(4H)-one FC=1C=NN(C1C1=NN2C(N(C(CC2)=O)CC2=CC(=C(C=C2)C=2N(C=C(N2)C(F)(F)F)C)F)=C1)C(C)C